(9Z,27Z)-hexatriacont-9,27-dien-18-one CCCCCCCC\C=C/CCCCCCCC(CCCCCCCC\C=C/CCCCCCCC)=O